FC1=C(C=CC(=C1[N+](=O)[O-])N1CCN(CC1)C)C1=CC=C(C=C1)NC(C(CC(CC(C)(C)C)C)NC(=O)O)=O (1-((2'-fluoro-4'-(4-methylpiperazin-1-yl)-3'-nitro-[1,1'-biphenyl]-4-yl)amino)-4-methyl-t-butyl-1-oxopentan-2-yl)aminocarboxylic Acid